di-t-butylisopropyl peroxide C(C)(C)(C)CC(C)(C(C)(C)C)OOC(CC(C)(C)C)(C)C(C)(C)C